C1(CC1)C(=O)N1CCC(CC1)CN1N=C2C3=C(CCC2=C1)OC(=C3C(F)(F)F)C(=O)O 2-{[1-(cyclopropanecarbonyl)piperidin-4-yl]methyl}-8-(trifluoromethyl)-4,5-dihydro-2H-furo[2,3-g]indazole-7-carboxylic acid